N-(4-(dimethylamino)-3-((1-phenylethyl)carbamoyl)phenyl)-3,3-difluoropiperidine-1-carboxamide CN(C1=C(C=C(C=C1)NC(=O)N1CC(CCC1)(F)F)C(NC(C)C1=CC=CC=C1)=O)C